calcium magnesium lithium strontium calcium [Ca].[Sr].[Li].[Mg].[Ca]